Pyrazin-5-one N=1C=CNC(C1)=O